racemic-(3R,4R)-4-amino-1-(2-methyl-cyclopentyl)-piperidine-3-carboxylic acid methyl ester COC(=O)[C@@H]1CN(CC[C@H]1N)C1C(CCC1)C |r|